4-((4-methoxyphenyl)amino)-6-acetylamino-1H-indole-2-carboxylic acid ethyl ester C(C)OC(=O)C=1NC2=CC(=CC(=C2C1)NC1=CC=C(C=C1)OC)NC(C)=O